trimethylbenzoyl-ethoxyphenylphosphine oxide CC1=C(C(=C(C=C1)P(OCC)(C(C1=CC=CC=C1)=O)=O)C)C